(22Z,25Z)-N,N-dimethylhentriaconta-22,25-dien-10-amine CN(C(CCCCCCCCC)CCCCCCCCCCC\C=C/C\C=C/CCCCC)C